(4-{[2-(acetamido)pyridin-4-yl]oxy}phenyl)-1-(4-fluorophenyl)-1H-imidazole-4-carboxamide C(C)(=O)NC1=NC=CC(=C1)OC1=CC=C(C=C1)C=1N(C=C(N1)C(=O)N)C1=CC=C(C=C1)F